CC1=NOC(=C1)C(=O)NC[C@@H]1C[C@@H](CC1)NC1=NC=C(C=C1)N1N=CN=C1 3-methyl-N-[[(1S,3R)-3-[[5-(1,2,4-triazol-1-yl)-2-pyridyl]amino]cyclopentyl]methyl]isoxazole-5-carboxamide